ethyl [(3S)-1-(5'-chloro-2'-oxo-1',2'-dihydrospiro[cyclohexane-1,3'-pyrrolo[2,3-b]pyridin]-4-yl)pyrrolidin-3-yl]carbamate ClC=1C=C2C(=NC1)NC(C21CCC(CC1)N1C[C@H](CC1)NC(OCC)=O)=O